(3R)-5-fluoro-3-methyl-1,3-dihydro-2,1-benzoxaborole-1-ol FC=1C=CC2=C([C@H](OB2O)C)C1